FC1=CC=C(C=C1)C1=CC=C2C=C(NC2=C1)C(=O)N([C@@H]1CN[C@@H](C1)C(NC)=O)C 6-(4-fluorophenyl)-N-methyl-N-((3S,5S)-5-(methylcarbamoyl)pyrrolidin-3-yl)-1H-indole-2-carboxamide